CO\N=C\C1=C(C=CC=C1)F (E)-2-fluorobenzaldehyde O-methyl oxime